tert-butyl N-[16-cyano-8-fluoro-6-hydroxy-6,18-bis(trifluoromethyl)-23-oxa-3,4,21-triazatetracyclo[15.3.1.12,5.17,11]tricosa-1(21),2,4,7,9,11(22),17,19-octaen-20-yl]carbamate C(#N)C1CCCCC=2C=CC(=C(C(C3=NN=C(C=4C(=CC(=C1N4)C(F)(F)F)NC(OC(C)(C)C)=O)O3)(C(F)(F)F)O)C2)F